6-O-methacryloyl-α-D-glucose C(C(=C)C)(=O)OC[C@@H]1[C@H]([C@@H]([C@H]([C@@H](O)O1)O)O)O